C(C)(C)(C)NC(O[C@H]1CO[C@H](C1)C1=CC(=NN1)NC(=O)C1=CC(=NN1C)COC1CC1)=O (3R,5R)-5-(3-(3-(cyclopropoxymethyl)-1-methyl-1H-pyrazole-5-carboxamido)-1H-pyrazol-5-yl)tetrahydrofuran-3-yl tert-butylcarbamate